18-((allyloxy)methyl)-18-methyl-2,5,7,10,13,16,20,23,26,29,31,34-dodecaoxapentatriacontane C(C=C)OCC(COCCOCCOCCOCOCCOC)(COCCOCCOCCOCOCCOC)C